BrC1=C2C=NNC2=C(C(=C1)F)F 4-bromo-6,7-difluoro-1H-indazole